ClC=1C(=C(C=CC1)NC1=C(NC2=C1C(NCC2)=O)C2=NC=NC=C2)OC 3-[(3-chloro-2-methoxyphenyl)amino]-2-(pyrimidin-4-yl)-1H,5H,6H,7H-pyrrolo[3,2-c]pyridin-4-one